isobutyryl-(alpha-L-threose) C(C(C)C)(=O)[C@]1(O)[C@H](O)[C@@H](O)CO1